1,15-pentadecanedioic acid C(CCCCCCCCCCCCCC(=O)O)(=O)O